(2s,3s,5r)-3-methyl-7-oxo-3-(1H-1,2,3-triazol-1-ylmethyl)-4-thia-1-azabicyclo[3.2.0]heptane-2-carboxylic acid 4,4-dioxide C[C@@]1([C@@H](N2C(C[C@H]2S1(=O)=O)=O)C(=O)O)CN1N=NC=C1